4-(1-(7-bromoimidazo[1,2-a]pyridin-2-yl)-1-hydroxyethyl)piperidine-1-carboxylic acid tert-butyl ester C(C)(C)(C)OC(=O)N1CCC(CC1)C(C)(O)C=1N=C2N(C=CC(=C2)Br)C1